5-(6-(difluoromethyl)-3-(1-(((1R,3R)-3-fluorocyclopentyl)methyl)-1H-pyrazol-4-yl)pyridin-2-yl)-1-methyl-1H-benzo[d]imidazole FC(C1=CC=C(C(=N1)C1=CC2=C(N(C=N2)C)C=C1)C=1C=NN(C1)C[C@H]1C[C@@H](CC1)F)F